1-(2-(3,5-difluorophenoxy)-6-(trifluoromethyl)benzyl)-3,3-dimethyl-2-oxoindoline-5-carbonitrile FC=1C=C(OC2=C(CN3C(C(C4=CC(=CC=C34)C#N)(C)C)=O)C(=CC=C2)C(F)(F)F)C=C(C1)F